(S)-4-((1-(4-chloro-8-(methylsulfonyl)-1-oxo-2-phenyl-1,2-dihydroisoquinolin-3-yl)ethyl)amino)pyrido[2,3-d]pyrimidin-5(8H)-one ClC1=C(N(C(C2=C(C=CC=C12)S(=O)(=O)C)=O)C1=CC=CC=C1)[C@H](C)NC=1C2=C(N=CN1)NC=CC2=O